ClC=1C=CC=C2C=CC(=NC12)NC1=CC=C(C=C1)OC(F)(F)F (8-chloro-quinoline-2-yl)-(4-trifluoromethoxy-phenyl)-amine